2-(2-(5,5-Difluorotetrahydro-2H-pyran-2-yl)-5-fluorophenyl)acetic acid tert-butyl ester C(C)(C)(C)OC(CC1=C(C=CC(=C1)F)C1OCC(CC1)(F)F)=O